ClC=1C2=C(N=CN1)N(C(=C2)C=2C=NN(C2)C)S(=O)(=O)C2=CC=C(C)C=C2 4-Chloro-6-(1-methyl-1H-pyrazol-4-yl)-7-tosyl-7H-pyrrolo[2,3-d]pyrimidine